NC=1C=CC[C@H]2C1NCC=N2 (S)-8-amino-1,2,4a,5-tetrahydrobenzo[b]pyrazine